3-(3,4-Difluorophenyl)-1-methyl-1-(5-oxo-1,3,4,5,6,7,9,10-octahydrodipyrano[3,4-b:3',4'-d]pyridin-10-yl)urea FC=1C=C(C=CC1F)NC(N(C1COCC=2NC(C3=C(C21)COCC3)=O)C)=O